6-bromo-4-[dimethylaminomethyl]-5-hydroxy-1-methyl-2-[(phenylsulfanyl)methyl]-1H-indole-3-carboxylic acid BrC1=C(C(=C2C(=C(N(C2=C1)C)CSC1=CC=CC=C1)C(=O)O)CN(C)C)O